1-(tert-butyl) 2-ethyl 4-(3-methoxy-2-methylphenyl)-3-(4-methylpyridin-2-yl)-1H-pyrrole-1,2-dicarboxylate COC=1C(=C(C=CC1)C=1C(=C(N(C1)C(=O)OC(C)(C)C)C(=O)OCC)C1=NC=CC(=C1)C)C